2-(p-dimethylaminophenyl)-benzoxazole-5-sulfonic acid CN(C1=CC=C(C=C1)C=1OC2=C(N1)C=C(C=C2)S(=O)(=O)O)C